trans-5-(2-(4-Fluoro-3-(4-(methylsulfonyl)piperazin-1-yl)phenyl)cyclopropyl)-2,2'-bipyrimidine FC1=C(C=C(C=C1)[C@H]1[C@@H](C1)C=1C=NC(=NC1)C1=NC=CC=N1)N1CCN(CC1)S(=O)(=O)C